COCC1=C(C(=CC(=C1CO)C(C)(C)C)COC)O 2,6-bis(methoxymethyl)hydroxymethyl-4-tert-butylphenol